4-(3-Chloroanilino)-5'-fluoro-2'-[(2R)-3-hydroxy-2-methylpropyl]-6'-methoxy-2',3'-dihydrospiro[cyclohexane-1,1'-isoindole]-4-carboxylic acid ClC=1C=C(NC2(CCC3(N(CC4=CC(=C(C=C34)OC)F)C[C@H](CO)C)CC2)C(=O)O)C=CC1